benzyl (imino(5-(((2S,4S)-1-((4-phenoxybutanoyl)glycyl)-4-(trifluoro-methyl)-pyrrolidine-2-carboxamido)methyl)thiophen-3-yl)methyl)carbamate N=C(C1=CSC(=C1)CNC(=O)[C@H]1N(C[C@H](C1)C(F)(F)F)C(CNC(CCCOC1=CC=CC=C1)=O)=O)NC(OCC1=CC=CC=C1)=O